bis(2,4,6-trimethoxyphenyl)oxalyl-diamine COC1=C(C(=CC(=C1)OC)OC)NC(C(=O)NC1=C(C=C(C=C1OC)OC)OC)=O